5-chloro-N-(3-chloro-5-cyclopropylphenyl)-2-(2-oxopiperidin-1-yl)isonicotinamide ClC1=CN=C(C=C1C(=O)NC1=CC(=CC(=C1)C1CC1)Cl)N1C(CCCC1)=O